C(C1=CC=CC=C1)OC(=O)NCCCN(C(OC(C)(C)C)=O)CCO tert-butyl N-[3-(benzyloxycarbonylamino)propyl]-N-(2-hydroxyethyl)carbamate